O=C1NC(CCC1N1C(C2=CC=C(C=C2C1=O)NC[C@@H]1C[C@H](C1)N1N=CC2=CC=CC(=C12)C)=O)=O 2-(2,6-dioxopiperidin-3-yl)-5-(((trans-3-(7-methyl-1H-indazol-1-yl)cyclobutyl)methyl)amino)isoindoline-1,3-dione